N-(3,4-Difluorobenzyl)-N-hydroxy-2,2-dimethylbutanamid FC=1C=C(CN(C(C(CC)(C)C)=O)O)C=CC1F